tert-butyl 7-{[5-(4-{[(tert-butyldimethylsilyl)oxy]methyl}-4-hydroxypiperidin-1-yl)pyridin-2-yl]amino}-1-oxo-4-(4,4,5,5-tetramethyl-1,3,2-dioxaborolan-2-yl)-3H-isoindole-2-carboxylate [Si](C)(C)(C(C)(C)C)OCC1(CCN(CC1)C=1C=CC(=NC1)NC=1C=CC(=C2CN(C(C12)=O)C(=O)OC(C)(C)C)B1OC(C(O1)(C)C)(C)C)O